Methylsebacate COC(CCCCCCCCC(=O)[O-])=O